C(#N)C1=CC=C(C=C1)C=1C=C2C(=NC1)N=C(S2)NC(=O)C=2C=NC(=CC2C2=C(C=CC=C2)C#C)C N-(6-(4-cyanophenyl)thiazolo[4,5-b]pyridin-2-yl)-4-(2-ethynylphenyl)-6-methylpyridine-3-carboxamide